(3-amino-5-ethyl-2-pyridyl)2-butanol NC=1C(=NC=C(C1)CC)CC(CC)O